ClC1=C(C=C(C=C1)[C@@H](CN1CCNCC1)NS(=O)(=O)C1=CC=C(C=C1)OC(F)(F)F)F (S)-N-(1-(4-chloro-3-fluorophenyl)-2-(piperazin-1-yl)ethyl)-4-(trifluoromethoxy)benzenesulfonamide